FC(C(=O)O)(F)F.ClC1=CC=C(C[C@@H]2N(C[C@H]3N(C2)C[C@H](C3)O)C3CCN(CC3)C3=NC=CC(=C3)Cl)C=C1 (3S,7S,8aS)-3-(4-chlorobenzyl)-2-(1-(4-chloropyridin-2-yl)piperidin-4-yl)octahydropyrrolo[1,2-a]pyrazin-7-ol 2,2,2-trifluoroacetate